(1-propionylindol-5-yl)boronic acid C(CC)(=O)N1C=CC2=CC(=CC=C12)B(O)O